C(C)N(C(C1=C(C=CC(=C1)F)C=1C=2N(C=C(C1)C1CN(C1)[C@@H](C(C)C)CCCN1CC(N(CC1)CCO)=O)C(=NC2)C)=O)C(C)C N-ethyl-5-fluoro-2-(6-{1-[(3R)-6-[4-(2-hydroxyethyl)-3-oxopiperazin-1-yl]-2-methylhexan-3-yl]azetidin-3-yl}-3-methylimidazo[1,5-a]pyridin-8-yl)-N-(isopropyl)benzamide